1-methyl-N-((6-(thiazol-4-ylmethoxy)-1H-indol-2-yl)methyl)cyclopropane-1-carboxamide CC1(CC1)C(=O)NCC=1NC2=CC(=CC=C2C1)OCC=1N=CSC1